C(C)(C)(C)OC(=O)N1CC(CC1)C1=CC(=C(C=C1)C=1N=C2SC3=C(N2C1)C=CC(=C3)C(N)=O)F 3-(4-(7-carbamoyl-benzo[d]imidazo[2,1-b]thiazol-2-yl)-3-fluorophenyl)pyrrolidine-1-carboxylic acid tert-butyl ester